tert-butyl N-{1-[6-(3-cyano-2-isocyanatophenyl)-3-(3,5-difluorophenyl)quinolin-4-yl]piperidin-4-yl}carbamate C(#N)C=1C(=C(C=CC1)C=1C=C2C(=C(C=NC2=CC1)C1=CC(=CC(=C1)F)F)N1CCC(CC1)NC(OC(C)(C)C)=O)N=C=O